FC=1C=C(C=CC1[N+](=O)[O-])NC(C)=O N-(3-Fluoro-4-nitrophenyl)acetamide